COCC1C(C1)C1=CNC=2N=CN=C(C21)N[C@H]2CN(CCC2)C(=O)OC(C)(C)C tert-butyl (3R)-3-((5-(2-(methoxymethyl)cyclopropyl)-7H-pyrrolo[2,3-d]pyrimidin-4-yl)amino)piperidine-1-carboxylate